C1=C(C=CC2=CC(=CC=C12)C1=CC=C(C=C1)N(C1=CC=CC2=C1OC1=C2C=CC=C1)C1=CC=2C(C3=CC=CC=C3C2C=C1)(C1=CC=CC=C1)C1=CC=CC=C1)C1=CC2=CC=CC=C2C=C1 N-[4-(2,2'-binaphthyl-6-yl)phenyl]-N-(9,9'-diphenyl-9H-fluoren-2-yl)dibenzofuran-4-amine